N-(5-chloro-2,4-difluorophenyl)-N-methyl-2-((6-methyl-4-(trifluoromethyl)pyridin-2-yl)(1H-pyrazol-5-yl)amino)acetamide ClC=1C(=CC(=C(C1)N(C(CN(C1=CC=NN1)C1=NC(=CC(=C1)C(F)(F)F)C)=O)C)F)F